N1(N=CN=C1)C[C@H](N)C(=O)O 3-(1,2,4-triazol-1-yl)-Alanine